2-(2-ethylhexyl)thieno[3,2-b]thiophene C(C)C(CC1=CC2=C(S1)C=CS2)CCCC